3-{[5-(3-Amino-2-fluorophenyl)-1-trityl-1H-indazol-3-yl]carbamoyl}piperidine-1-carboxylic acid tert-butyl ester C(C)(C)(C)OC(=O)N1CC(CCC1)C(NC1=NN(C2=CC=C(C=C12)C1=C(C(=CC=C1)N)F)C(C1=CC=CC=C1)(C1=CC=CC=C1)C1=CC=CC=C1)=O